NC1C=C(C(=CC1=NC1=CC=C(C=C1)N(CCO)CCO)NC1=CC=C(C=C1)N1CC(CC1)N1C=[N+](C=C1)C)O 3-{1-[4-(4-amino-5-{4-[bis(2-hydroxyethyl)amino]phenylimino}-2-hydroxyphenylamino)phenyl]pyrrolidin-3-yl}-1-methyl-3H-imidazol-1-ium